C1(C=CC=C1)C(C(=O)[O-])C1C=CC=C1 dicyclopentadienylacetat